1-(4-allyl-3-hydroxyphenyl)ethan-1-one C(C=C)C1=C(C=C(C=C1)C(C)=O)O